O1C=C(C2=C1C=CC=C2)CC=2C(=CC(=C(C2)N2C(NC(C=1C2=CSC1C(=O)O)=O)=O)F)OC [5-(1-benzofuran-3-ylmethyl)-2-fluoro-4-methoxyphenyl]-2,4-dioxo-1H-thieno[3,4-d]pyrimidine-5-carboxylic acid